(4-(oxazol-2-yl)phenoxy)aniline O1C(=NC=C1)C1=CC=C(ONC2=CC=CC=C2)C=C1